FC=1C(=NC(=NC1)N[C@H]1C[C@H](CCC1)C(=O)OC)C1=CC(=CC=C1)N1C(C=CC=C1)=O cis-methyl 3-((5-fluoro-4-(3-(2-oxopyridin-1(2H)-yl)phenyl)pyrimidin-2-yl)amino)cyclohexane-1-carboxylate